(2S)-2-[2-(1,1-difluoropropyl)-4-nitrophenoxy]propionic acid FC(CC)(F)C1=C(O[C@H](C(=O)O)C)C=CC(=C1)[N+](=O)[O-]